C(C)C=1C(NC2=CC(=CN=C2C1)CN1CCN(CC1)C=1C=C2CN(C(C2=CC1)=C=O)C)=O 3-ethyl-7-((4-(2-methyl-1-carbonylisoindolin-5-yl)piperazin-1-yl)methyl)-1,5-naphthyridin-2(1H)-one